5-bromofuro[2,3-c]pyridin-3(2H)-one BrC=1C=C2C(=CN1)OCC2=O